CC1(OB(OC1(C)C)C1OCCC1)C 4,4,5,5-tetramethyl-2-tetrahydrofuran-2-yl-1,3,2-dioxaborolane